1-eicosanoyl-2-(11Z-docosenoyl)-glycero-3-phosphoserine CCCCCCCCCCCCCCCCCCCC(=O)OC[C@H](COP(=O)(O)OC[C@@H](C(=O)O)N)OC(=O)CCCCCCCCC/C=C\CCCCCCCCCC